N1CCNC(C=C1)=O 2,3,4,5-tetrahydro-1,4-azazepin-5-one